C(C)(C)(C)OC(=O)N[C@H]1C(N(CC1)[C@H](C(=O)OC)[C@H](CC)C)=O Methyl (2S,3S)-2-{(3R)-3-[(tert-butoxycarbonyl) amino]-2-oxopyrrolidin-1-yl}-3-methylpentanoate